N-(6-methoxy-1-methyl-1H-[1,2,3]triazolo[4,5-c]pyridin-7-yl)-6-(4-(trifluoromethyl)-1H-pyrazol-1-yl)pyridine-3-sulfonamide COC1=C(C2=C(C=N1)N=NN2C)NS(=O)(=O)C=2C=NC(=CC2)N2N=CC(=C2)C(F)(F)F